C(CCCCCCCCCCCC)N[C@@H](CCCCN)C(=O)O tridecyl-lysine